FCC(NCCC[C@@H](C=1OC(=CN1)C1=CC=C(C=C1)OC)NC(C1=C(C=CC=C1OC)OC)=O)=N (S)-N-(4-(2-Fluoroacetimidamido)-1-(5-(4-methoxyphenyl)oxazol-2-yl)butyl)-2,6-dimethoxybenzamide